2-ethyl-4-methylimidazoline CCC1=NCC(N1)C